BrC1=C(C=C(C=C1)C=1OC(=CN1)C)O 2-bromo-5-(5-methyloxazol-2-yl)phenol